FC1(NC(=NC=C1)C)N 4-fluoro-methyl-4-aminopyrimidine